3,2-diazaphosphole P1N=NC=C1